NC1CC(C1)C(=O)N1CCN(CC1)C1=NC=C(C=C1NC(C)=O)C(F)(F)F N-(2-(4-((1R,3R)-3-aminocyclobutane-1-carbonyl)piperazin-1-yl)-5-(trifluoromethyl)pyridin-3-yl)acetamide